COC1=NC(=CC(=C1)C=1N=C(SC1)NC1=CC=C(C=C1)S(=O)(=O)C)OC (2,6-Dimethoxypyridin-4-yl)-N-(4-(methylsulfonyl)phenyl)thiazol-2-amine